FC=1C=C(C=C(C1O)F)[C@H](CN1C[C@@H]2[C@](C1)([C@H]([C@H](C2)OC2=CC=CC=C2)O)O)O (3aS,4S,5S,6aR)-2-((R)-2-(3,5-difluoro-4-hydroxyphenyl)-2-hydroxyethyl)-5-phenoxyhexahydrocyclopenta[c]pyrrole-3a,4(1H)-diol